tert-butyl (S)-4-(3-chloro-5-cyano-2-cyclopropylphenyl)-3-methylpiperazine-1-carboxylate ClC=1C(=C(C=C(C1)C#N)N1[C@H](CN(CC1)C(=O)OC(C)(C)C)C)C1CC1